C[Si](CCOC(CCCCCNC(C1=CC(=CC(=C1)N)N)=O)=O)(C)C 6-(3,5-diaminobenzamido)hexanoic acid-2-(trimethylsilyl)ethyl ester